3-[2-(2,4-dimethoxypyridin-3-yl)-1-methylpyrrolo[2,3-c]pyridin-5-yl]-1-[2-(4-ethylpiperazin-1-yl)ethyl]urea COC1=NC=CC(=C1C1=CC=2C(=CN=C(C2)NC(NCCN2CCN(CC2)CC)=O)N1C)OC